1-tert-butyl 2-methyl (2S)-4-oxopyrrolidine-1,2-dicarboxylate O=C1C[C@H](N(C1)C(=O)OC(C)(C)C)C(=O)OC